5-amino-1-methyl-quinoline NC1=C2C=CCN(C2=CC=C1)C